C(C)OC(=O)C=1C=NN(C1)C=1NC(C=2N(C=NC2N1)CC1=CC=C(C=C1)OC(C)=O)=O 1-(7-(4-Acetoxybenzyl)-6-oxo-6,7-dihydro-1H-purin-2-yl)-1H-pyrazole-4-carboxylic acid ethyl ester